FC1(CNC1)CCC1=CC=C2C(=CN(C2=C1)C)C1C(NC(CC1)=O)=O 3-[6-[2-(3-fluoroazetidin-3-yl)ethyl]-1-methylindol-3-yl]-piperidine-2,6-dione